ClC=1C=C(C=CC1)C(C(OC(=O)N[C@H](C(=O)N[C@H](C(=O)O)C[C@H]1C(NCC1)=O)CCCC)C1=CC=CC=C1)(F)F (2S)-2-((2S)-2-(((2-(3-chlorophenyl)-2,2-difluoro-1-phenyl-ethoxy)carbonyl)amino)hexanamido)-3-((S)-2-oxopyrrolidin-3-yl)propanoic acid